C(#N)C1=C(C=CC2=C1SC(=C2)B(O)O)OC(C)C (7-Cyano-6-isopropoxybenzo[b]thiophen-2-yl)boronic acid